6-(3-((3R,5R,7R)-adamantan-1-yl)-4-methoxyphenyl)-2-naphthoate C12(CC3CC(CC(C1)C3)C2)C=2C=C(C=CC2OC)C=2C=C3C=CC(=CC3=CC2)C(=O)[O-]